CC1=CN=C2N1C=C(C=N2)C=2C=CN1N=C(N=CC12)N[C@@H]1CC[C@@H](CC1)OC(F)(F)F 5-(3-methylimidazo[1,2-a]pyrimidin-6-yl)-N-(cis-4-(trifluoromethoxy)cyclohexyl)pyrrolo[2,1-f][1,2,4]triazin-2-amine